methyl (R)-3-((((5-(5-ethyl-1,2,4-oxadiazol-3-yl)-2,3-dihydro-1H-inden-1-yl)carbamoyl)oxy)methyl)azetidine-1-carboxylate C(C)C1=NC(=NO1)C=1C=C2CC[C@H](C2=CC1)NC(=O)OCC1CN(C1)C(=O)OC